CC1(CC1)NC(=O)C1CNCCC1 piperidine-3-carboxylic acid (1-methyl-cyclopropyl)-amide